OC1=C(C(N(C=C1C)C)=O)NC(N[C@@H](CC(=O)OCC)C1=CC(=CC=C1)OC1=CC=CC=C1)=O (S)-ethyl 3-(3-(4-hydroxy-1,5-dimethyl-2-oxo-1,2-dihydropyridin-3-yl)ureido)-3-(3-phenoxy phenyl)propanoate